N-(3-(benzyloxy)phenyl)-5-(3,4,5-trimethoxyphenyl)-[1,2,4]triazolo[1,5-c]pyrimidin-2-amine C(C1=CC=CC=C1)OC=1C=C(C=CC1)NC1=NN2C(=NC=CC2=N1)C1=CC(=C(C(=C1)OC)OC)OC